ClC=1C=NC(=NC1)N[C@H]1C[C@H](CCC1)N1CC2=CC=C(C=C2C1=O)NC(C=C)=O N-(2-((1S,3R)-3-((5-Chloropyrimidin-2-yl)amino)cyclohexyl)-3-oxoisoindolin-5-yl)acrylamide